C12C3(C4CC(CC(C1)C4)C2)O[C@]2(OO3)C[C@@H](CCC2)C2=CC=C(OCCCNCC(C)(O)C)C=C2 1-[3-(p-{(1R,3R)-Dispiro[cyclohexane-1,3'-[1,2,4]trioxolane-5',2''-tricyclo[3.3.1.13,7]decan]-3-yl}phenoxy)propylamino]-2-methyl-2-propanol